(2,2-difluorovinyl) phenyl telluride C1(=CC=CC=C1)[Te]C=C(F)F